ClC1=C(C=C2N(C(C=3N(C2=C1)C=CN3)=O)C=3C(=NC=CC3)C)C(F)(F)F (Sa)-8-chloro-5-(2-methylpyridin-3-yl)-7-(trifluoromethyl)imidazo[1,2-a]Quinoxaline-4(5H)-on